NC1=C(C(=NC(=C1)C1=C(C(=C(C=C1)Cl)OC)F)C(=O)OC)Cl methyl 4-amino-3-chloro-6-(4-chloro-2-fluoro-3-methoxy-phenyl)pyridin-2-carboxylate